(R,2S)-N'-(((S)-2-fluoro-1,2,3,5,6,7-hexahydro-s-indacen-4-yl)carbamoyl)-2-methyl-2,3-dihydropyrazolo[5,1-b]oxazole-7-sulfonimidamide F[C@H]1CC2=CC=3CCCC3C(=C2C1)NC(=O)N=[S@](=O)(N)C=1C=NN2C1O[C@H](C2)C